(difluoro(2-(((3S,6S,9aS)-3-(3-((methylsulfonyl)methyl)azetidine-1-carbonyl)-5-oxooctahydro-1H-pyrrolo[1,2-a]azepin-6-yl)carbamoyl)benzo[b]thiophen-5-yl)methyl)phosphonic acid FC(C1=CC2=C(SC(=C2)C(N[C@H]2CCC[C@@H]3N(C2=O)[C@@H](CC3)C(=O)N3CC(C3)CS(=O)(=O)C)=O)C=C1)(F)P(O)(O)=O